C(COC=COCCOCCOCCOCC)(=O)N 3,6,9,12,15-pentaoxaheptadecen-1-amide